The molecule is a cationic phosphosphingolipid consisting of sphingosine having a phosphocholine moiety attached to its primary hydroxyl group. It is a phosphosphingolipid, a quaternary ammonium ion and a member of phosphocholines. It derives from a sphingosine. It is a conjugate acid of a sphingosine-1-phosphocholine. It is a tautomer of a sphingosine-1-phosphocholine(1+). CCCCCCCCCCCCC/C=C/[C@H]([C@H](COP(=O)(O)OCC[N+](C)(C)C)N)O